{1-[(1,3-dioxo-1,3-dihydro-2H-isoindol-2-yl)oxy]-3-phenylpropan-2-yl}carbamic acid tert-butyl ester C(C)(C)(C)OC(NC(CON1C(C2=CC=CC=C2C1=O)=O)CC1=CC=CC=C1)=O